Octadecylguanidine chloride [Cl-].C(CCCCCCCCCCCCCCCCC)NC(=N)N